ClC=1C=C(C=CC1)NC(CC(F)(F)F)=O N-(3-chlorophenyl)-3,3,3-trifluoropropionamide